O=C1N(CC2=CC(=CC=C12)N1CC2(CN(C2)C2CCNCC2)C1)C1C(NC(CC1)=O)=O 3-[1-oxo-5-[2-(4-piperidyl)-2,6-diazaspiro[3.3]heptan-6-yl]isoindolin-2-yl]piperidine-2,6-dione